NC1=NNC=C1C(=O)OC(C)(C)C 3-Amino-4-tert-butoxycarbonylpyrazole